C(C)OC(=O)C=1C=NN(C1)C 1-methyl-pyrazole-4-carboxylic acid ethyl ester